N(=[N+]=[N-])CC1=CC=C(C=C1)C1=CC=C(C=C1)CN=[N+]=[N-] 4,4'-diazidomethyl-biphenyl